ClC1=CC(=C(COC2=CC=CC(=N2)C2=CCN(CC2)CC=2N(C3=C(N2)SC(=C3)C(=O)OCC)CC3OCC3)C=C1)F Ethyl 2-((6-((4-chloro-2-fluorobenzyl) oxy)-5',6'-dihydro-[2,4'-bipyridine]-1'(2'H)-yl) methyl)-1-(oxetan-2-ylmethyl)-1H-thieno[2,3-d]imidazole-5-carboxylate